O=CC(=O)O 2-oxoacetic acid